[Si](C)(C)(C(C)(C)C)OC=1C=C(C=O)C=C(C1O[Si](C)(C)C(C)(C)C)O[Si](C)(C)C(C)(C)C 3,4,5-Tris[[tert-butyl(dimethyl)silyl]oxy]benzaldehyde